3-[4-[(3R)-4-[(4-aminocyclohexyl)methyl]-3-(methoxymethyl)piperazin-1-yl]-2-fluoro-phenyl]piperidine-2,6-dione NC1CCC(CC1)CN1[C@H](CN(CC1)C1=CC(=C(C=C1)C1C(NC(CC1)=O)=O)F)COC